NC=1NC(=C(N1)N)N 2,4,5-triaminoimidazole